ClC=1C=C(C=C2C(=C(C=NC12)C#N)NCC(C)(C)C)N[C@H](C=1N=NN(C1)C1(CC1)C(F)(F)F)C=1C(=NC=CC1)CC (S)-8-chloro-6-(((2-ethylpyridin-3-yl)(1-(1-(trifluoromethyl)cyclopropyl)-1H-1,2,3-triazol-4-yl)methyl)amino)-4-(neopentylamino)quinoline-3-carbonitrile